6-Fluoro-7-methoxy-2-methyl-3-(4'-(trifluoromethoxy)-[1,1'-biphenyl]-4-yl)quinolin-4(1H)-one FC=1C=C2C(C(=C(NC2=CC1OC)C)C1=CC=C(C=C1)C1=CC=C(C=C1)OC(F)(F)F)=O